C(\C=C\C(=O)O)(=O)O.NCCC#N β-Aminopropionitrile monofumarate